4-azatricyclo[5.2.1.0{2,6}]Dec-8-ene-3-carboxamide C12C3C(NCC3C(C=C1)C2)C(=O)N